C(C)(C)(C)N1N=C(C=C1NC=1C=2N(C=CN1)N=C(C2)COC)[C@@H]2C[C@@H]([C@@H](C2)N(C(O)=O)C(C)C)F.O2COC1=C2C=CC(=C1)C1=NC=CC=C1 |r| 2-(benzo[d][1,3]dioxolan-5-yl)pyridin rac-(1R,2S,4S)-4-(1-(tert-butyl)-5-((2-(methoxymethyl)pyrazolo[1,5-a]pyrazin-4-yl)amino)-1H-pyrazol-3-yl)-2-fluorocyclopentyl-isopropylcarbamate